2-Amino-N-[1-(8-chloro-3-methyl-5-phenylimidazo[1,5-a]pyridin-6-yl)ethyl]pyrazolo[1,5-a]pyrimidine-3-carboxamide NC1=NN2C(N=CC=C2)=C1C(=O)NC(C)C=1C=C(C=2N(C1C1=CC=CC=C1)C(=NC2)C)Cl